C(#N)C=1C=NN2C1C(=CC(=C2)C=2C=NN(C2C)C2CCN(CC2)C#N)O[C@H](C)C2CCC2 4-(4-[3-cyano-4-[(1R)-1-cyclobutylethoxy]pyrazolo[1,5-a]pyridin-6-yl]-5-methylpyrazol-1-yl)piperidine-1-carbonitrile